4-(3-hydroxy-4-(6-((2,2,6,6-tetramethylpiperidin-4-yl)oxy)pyridazin-3-yl)phenyl)-1-methylpyridin-2(1H)-one OC=1C=C(C=CC1C=1N=NC(=CC1)OC1CC(NC(C1)(C)C)(C)C)C1=CC(N(C=C1)C)=O